C1(CCC1)CN1C=C(C(C(=C1)C(=O)NCCC)=O)C(=O)N 1-(cyclobutylmethyl)-4-oxo-N5-propyl-1,4-dihydropyridine-3,5-dicarboxamide